N-hydroxy-4-{[3-(3-methyl-4-oxo-3,4-dihydro-quinazolin-6-yl)-5-(3-methylphenyl)-1H-pyrazol-1-yl]methyl}benzamide ONC(C1=CC=C(C=C1)CN1N=C(C=C1C1=CC(=CC=C1)C)C=1C=C2C(N(C=NC2=CC1)C)=O)=O